C(C)(C)(C)C1=CC=C(C=C1)N(C(=O)N1[C@@H](CCC1)C(=O)N)C(C(=O)NC1CCC(CC1)(F)F)C=1C=NC=C(C1)F (2S)-N1-(4-(tert-butyl)phenyl)-N1-(2-((4,4-difluorocyclohexyl)amino)-1-(5-fluoropyridin-3-yl)-2-oxoethyl)pyrrolidine-1,2-dicarboxamide